NC(CC1(CCN(CC1)C1=CC2=C(CC(O2)(C)C)C=C1NC(=O)C=1C=NN2C1N=CC=C2)O)=O N-(6-(4-(2-amino-2-oxoethyl)-4-hydroxypiperidin-1-yl)-2,2-dimethyl-2,3-dihydrobenzofuran-5-yl)pyrazolo[1,5-a]pyrimidine-3-carboxamide